imino-di-succinic acid N(C(C(=O)O)CC(=O)O)C(C(=O)O)CC(=O)O